N,N-diethylaminoethylamine C(C)NN(NCC)CC